NC=1C(=NN(C1)C(C(=O)N)(C)C)C 2-(4-amino-3-methyl-1H-pyrazol-1-yl)-2-methylpropanamide